2-bromo-7,8-difluoroisoquinolin-1(2H)-one BrN1C(C2=C(C(=CC=C2C=C1)F)F)=O